2-fluoro-4-((3-((3R,4S)-3-hydroxytetrahydro-2H-pyran-4-yl)-7,8-dimethyl-4-oxo-3,4-dihydroquinazolin-6-yl)methyl)-N-methylbenzamide FC1=C(C(=O)NC)C=CC(=C1)CC=1C=C2C(N(C=NC2=C(C1C)C)[C@@H]1[C@H](COCC1)O)=O